C(C)(C)(C)OC(NC1=C(C(=C(C=C1)OC)F)CO)=O (3-fluoro-2-hydroxymethyl-4-methoxy-phenyl)-carbamic acid tert-butyl ester